5-amino-N-(2-{4-amino-6-oxa-2-azaspiro[4.5]decan-2-yl}-4-fluoro-5,6,7,8-tetrahydroquinolin-6-yl)-2-methylthieno[2,3-d]pyrimidine-6-carboxamide NC1=C(SC=2N=C(N=CC21)C)C(=O)NC2CC=1C(=CC(=NC1CC2)N2CC1(C(C2)N)OCCCC1)F